ethyl 4-((5,5-dimethyl-2,4-dioxo-3-(4-(1-(trifluoromethyl)cyclopropyl)phenyl) imidazolidin-1-yl)methyl)-2-oxo-2,3-dihydro-1H-pyrrolo[2,3-b]pyridine-1-carboxylate CC1(C(N(C(N1CC1=C2C(=NC=C1)N(C(C2)=O)C(=O)OCC)=O)C2=CC=C(C=C2)C2(CC2)C(F)(F)F)=O)C